[N].ClC1=C(C=CC=C1OC)C(=O)N1C[C@H]2CO[C@@H](CN2CC1)C1=NC=C(C(=C1)Br)Cl (2-chloro-3-methoxy-phenyl)-[(3S,9aS)-3-[5-chloro-4-bromo-2-pyridyl]-3,4,6,7,9,9a-hexahydro-1H-pyrazino[2,1-c][1,4]oxazin-8-yl]methanone nitrogen